C1(CCC1)CN(C(OC(C)(C)C)=O)[C@H]1CN([C@H](CC1)C)C=1N=NC(=CC1)CN1N=NC(=C1)C=1C=NC=C(C1)OC tert-butyl N-(cyclobutylmethyl)-N-[(3R,6S)-1-[6-[[4-(5-methoxy-3-pyridyl)triazol-1-yl]methyl]pyridazin-3-yl]-6-methyl-3-piperidyl]carbamate